CC1=CC=C(C=C1)S(=O)(=O)O.C(CCCCC)OC(CCCCCN)=O 6-amino-n-hexanoic acid n-hexyl ester p-toluenesulfonate